NC[C@@H]1C[C@H](C1)N1N=C(C(=C1)C1=NC=C(C=C1C=1CCN(CC1)C(=O)OCC1=CC=CC=C1)F)C1CC1 benzyl 2-(1-(trans-3-(aminomethyl) cyclobutyl)-3-cyclopropyl-1H-pyrazol-4-yl)-5-fluoro-3',6'-dihydro-[3,4'-bipyridine]-1'(2'H)-carboxylate